BrC=1C(=NC(=NC1)NC=1C(=NN(C1)[C@H]1CN(CC1)C)C)NCCCN1CCOCCC1=O (R)-4-(3-((5-bromo-2-((3-methyl-1-(1-methylpyrrolidin-3-yl)-1H-pyrazol-4-yl)amino)pyrimidin-4-yl)amino)propyl)-1,4-oxazepan-5-one